CNC1=C(C=C2CCCN(C2=C1)C(=O)OC(C)(C)C)[N+](=O)[O-] Tert-butyl 7-(methylamino)-6-nitro-3,4-dihydro-2H-quinoline-1-carboxylate